C(C)(C)(C)OC(=O)NCCCC1=NC(=NO1)C=1C=C(C(=NC1)N1CCN(CC1)C(=O)OC(C)(C)C)Cl tert-butyl 4-[5-[5-[3-(tert-butoxycarbonylamino)propyl]-1,2,4-oxadiazol-3-yl]-3-chloro-2-pyridyl]piperazine-1-carboxylate